[S-2].[Mn+2] manganese-sulfide